oxalic acid di(2-propynyl) ester C(C#C)OC(C(=O)OCC#C)=O